7-chloro-N-((4,6-dimethyl-2-oxo-1,2-dihydropyridin-3-yl)methyl)-3'-((dimethylamino)methyl)-4-methyl-spiro[benzo[d][1,3]dioxine-2,1'-cyclopentane]-5-carboxamide ClC=1C=C(C2=C(OC3(CC(CC3)CN(C)C)OC2C)C1)C(=O)NCC=1C(NC(=CC1C)C)=O